methyl 2-methylpropanoate CC(C(=O)OC)C